4-{6-[2-(5-Fluoro-2,7-dimethyl-benzo[b]thiophen-3-yl)-ethylamino]-pyrimidin-4-yl}-N-(2-methoxy-ethyl)-2-propylbenzamide FC1=CC2=C(SC(=C2CCNC2=CC(=NC=N2)C2=CC(=C(C(=O)NCCOC)C=C2)CCC)C)C(=C1)C